3-(6-bromo-2-pyridyl)-7-(2,2,2-trifluoroethoxy)imidazo[1,2-a]pyridine BrC1=CC=CC(=N1)C1=CN=C2N1C=CC(=C2)OCC(F)(F)F